tert-Butyl (methyl-d3)(piperidin-4-yl)carbamate C([2H])([2H])([2H])N(C(OC(C)(C)C)=O)C1CCNCC1